C(C)(=O)N[C@@H](CC1=CC=C(C=C1)O)C(=O)O Acetyl-Tyrosin